Cl.NC1CCN(CC1)C1=CC(=C(C(=N1)C1=CC(=C(C#N)C=C1)F)C1=C(C=C(C=C1)OC)F)O 4-(6-(4-aminopiperidin-1-yl)-3-(2-fluoro-4-methoxy-phenyl)-4-hydroxy-pyridin-2-yl)-2-fluorobenzonitrile hydrochloride